4-(2-carboxyethyl)heptanedioic acid C(=O)(O)CCC(CCC(=O)O)CCC(=O)O